(R)-1-(((S)-5-chloro-8-((5-(difluoromethyl)-1-methyl-1H-1,2,3-triazol-4-yl)methoxy)-1,2,3,4-tetrahydroisoquinolin-1-yl)methyl)-4-methylpyrrolidin-2-one hydrochloride Cl.ClC1=C2CCN[C@@H](C2=C(C=C1)OCC=1N=NN(C1C(F)F)C)CN1C(C[C@H](C1)C)=O